(R)-2-((2S,5R)-2-carbamoyl-3-methyl-7-oxo-1,6-diazabicyclo[3.2.1]oct-3-en-6-yloxy)-2-fluoroacetate C(N)(=O)[C@H]1N2C(N([C@H](C=C1C)C2)O[C@@H](C(=O)[O-])F)=O